nickel(II) bis-[N,N'-di(cyclohexyl)methylcarbodiimide] C1(CCCCC1)CN=C=NCC1CCCCC1.C1(CCCCC1)CN=C=NCC1CCCCC1.[Ni+2]